3-Iodo-1-methyl-1H-pyrrolo[2,3-b]pyridin-5-amine IC1=CN(C2=NC=C(C=C21)N)C